2-((1R,5S)-3-(8-fluoro-7-(3-hydroxynaphthalen-1-yl)-2-(((S)-1-methylpyrrolidin-2-yl)methoxy)quinazolin-4-yl)-3,8-diazabicyclo[3.2.1]octan-8-yl)acetamide FC=1C(=CC=C2C(=NC(=NC12)OC[C@H]1N(CCC1)C)N1C[C@H]2CC[C@@H](C1)N2CC(=O)N)C2=CC(=CC1=CC=CC=C21)O